((1s,3s)-3-hydroxy-3-methylcyclobutyl)(7-(o-tolyl)-2-azaspiro[3.5]non-2-yl)methanone (17R)-3-Oxoandrost-4-en-17-yl-tridecanoate O=C1C=C2CC[C@H]3[C@@H]4CC[C@H]([C@@]4(C)CC[C@@H]3[C@]2(CC1)C)OC(CCCCCCCCCCCC)=O.OC1(CC(C1)C(=O)N1CC2(C1)CCC(CC2)C2=C(C=CC=C2)C)C